propylene (ethylene) carbonate C1(OCCO1)=O.C=CC